2-amino-N-ethyl-N-(2-oxo-2-((6-(trifluoromethoxy)benzo[d]thiazol-2-yl)amino)ethyl)acetamide NCC(=O)N(CC(NC=1SC2=C(N1)C=CC(=C2)OC(F)(F)F)=O)CC